Ethyl 2-(6-fluoro-5-(4-fluoro-3-(1H-pyrazol-3-yl)phenoxy)-1-tosyl-1H-indol-4-yl)acetate FC1=C(C(=C2C=CN(C2=C1)S(=O)(=O)C1=CC=C(C)C=C1)CC(=O)OCC)OC1=CC(=C(C=C1)F)C1=NNC=C1